CCCCCCCC(CC)C(=O)NN Decane-8-carboxylic acid hydrazide